2,4-dibromo-6-sec-butylphenyl acrylate C(C=C)(=O)OC1=C(C=C(C=C1C(C)CC)Br)Br